C(C)O[Si](C1=CC=C(C=C1)OB(O)O)(OCC)OCC (4-(triethoxysilyl)phenyl)boric acid